ClC=1C=NN(C1C1=NN2C(N(C(CC2)=O)CC2=CC=C(C=C2)C2=NC=CC=C2OCC(F)F)=N1)C(C)C 2-(4-chloro-1-isopropyl-1H-pyrazol-5-yl)-4-(4-(3-(2,2-difluoroethoxy)pyridin-2-yl)benzyl)-6,7-dihydro-[1,2,4]triazolo[1,5-a]pyrimidin-5(4H)-one